(4-(3,4-difluoro-2-(trifluoromethyl)phenyl)piperidin-1-yl)(5-ethyl-4,5,6,7-tetrahydro-1H-pyrazolo[4,3-c]pyridin-3-yl)methanone FC=1C(=C(C=CC1F)C1CCN(CC1)C(=O)C1=NNC2=C1CN(CC2)CC)C(F)(F)F